ClCCCC(=O)NC12CC(C1)(C2)N2C(N1[C@H](CNCC1)C2)=O (R)-2-(3-(4-Chlorobutamido)bicyclo[1.1.1]pentan-1-yl)-3-oxohexahydroimidazo[1,5-a]pyrazine